5-phenyl-2-(3-(trifluoromethoxy)phenyl)Oxazole-4-carboxylic acid ethyl ester C(C)OC(=O)C=1N=C(OC1C1=CC=CC=C1)C1=CC(=CC=C1)OC(F)(F)F